BrC1(C(C(CCCCCCCCC1)(Br)Br)(Br)Br)Br Hexabromocyclododecan